O=C1C=CC=C2N1C[C@@H]1CN(C[C@H]2C1)[P@](OC1C2=CC=CC=C2C=2C=CC=CC12)(=O)C1=CC=CC=C1 9H-Fluoren-9-yl (S)-((1R,5R)-8-oxo-1,5,6,8-tetrahydro-2H-1,5-methanopyrido[1,2-a][1,5]diazocin-3(4H)-yl)(phenyl)phosphinate